IC=1C=C(CN2CCN3N=C(C(=C32)C(=O)N[C@@H](C)C3=CC=C(C(=O)OC)C=C3)C(F)(F)F)C=C(C1)C(F)(F)F methyl (S)-4-(1-(1-(3-iodo-5-(trifluoromethyl)benzyl)-6-(trifluoromethyl)-2,3-dihydro-1H-imidazo[1,2-b]pyrazole-7-carboxamido)ethyl)benzoate